3-[5-chloro-2-(2-{([(3,4-dichlorobenzyl)sulfonyl]amino)ethyl}-1-(diphenylmethyl)-1H-indol-3-yl)propyl]benzoic acid ClC=1C=C2C(=C(N(C2=CC1)C(C1=CC=CC=C1)C1=CC=CC=C1)CCNS(=O)(=O)CC1=CC(=C(C=C1)Cl)Cl)C(CC=1C=C(C(=O)O)C=CC1)C